C(C=C)N1CCNCC1 1-allylpiperazine